ClCC1=CC2=NC(=C(C=C2N1S(=O)(=O)C1=CC=C(C=C1)C)C)N1C(=CC=C1C)C 2-(chloromethyl)-5-(2,5-dimethylpyrrol-1-yl)-6-methyl-1-(p-tolylsulfonyl)pyrrolo[3,2-b]pyridine